C(C)(C)(C)OC(NS(=O)(=O)N1CCC(CC1)CBr)=O ((4-(bromomethyl)piperidin-1-yl)sulfonyl)carbamic acid tert-butyl ester